ClC1=CC=C(C=C1)C1=C(C(NC2=CC=CC=C12)=O)C=1CC(N(N1)C(CCC1=NN=NN1)=O)C1=CC=C(C=C1)Cl 4-(4-Chlorophenyl)-3-[3-(4-chlorophenyl)-2-[3-(1H-tetrazol-5-yl)propanoyl]-3,4-dihydropyrazol-5-yl]-1H-quinolin-2-one